[(2R,3S)-5-acetoxy-2-ethynyl-3-(4-methylbenzoyl)oxy-tetrahydrofuran-2-yl]methyl 4-methylbenzoate CC1=CC=C(C(=O)OC[C@]2(OC(C[C@@H]2OC(C2=CC=C(C=C2)C)=O)OC(C)=O)C#C)C=C1